ethyl (3R,4S)-3-{5-[4-amino-5-(trifluoromethyl)pyrrolo[2,1-f][1,2,4]triazin-7-yl]-2-methoxypyridine-3-amido}-4-fluoropyrrolidine-1-carboxylate NC1=NC=NN2C1=C(C=C2C=2C=C(C(=NC2)OC)C(=O)N[C@@H]2CN(C[C@@H]2F)C(=O)OCC)C(F)(F)F